C(C)(C)(C)OC(=O)N1CC2=C(N=CN=C2)CC1 6-[(tert-butoxy)carbonyl]-5H,6H,7H,8H-pyrido[4,3-d]pyrimidin